NC/C=C/CN1CSC=2C1=NC=C(C2)C(N)=O (Z)-3-((E)-4-Aminobut-2-en-1-yl)-6-carbamoylthiazolo[4,5-b]pyridin